C1(=CC=CC=C1)[C@@H](C)OC(=O)N1CCN(CCC1)C=1C=NN2C1N=CC(=C2)C=2C=NN(C2)C.C(C=C)[Si](OC)(OC)OC allyltrimethoxysilane (R)-1-phenylethyl-4-(6-(1-methyl-1H-pyrazol-4-yl)pyrazolo[1,5-a]pyrimidin-3-yl)-1,4-diazepane-1-carboxylate